FC(OC1=CC=C(C=C1)C1CC(C1)O)F 3-[4-(difluoromethoxy)phenyl]cyclobutanol